CC1=C(COC(=O)C2C(C2(C)C)(C)C)C(=C(C=C1F)F)F 2-methyl-3,5,6-trifluorobenzyl-2,2,3,3-tetramethylcyclopropanecarboxylate